N-((1-hydroxy-1,3-dihydrobenzo[c][1,2]oxaborol-6-yl)methyl)-4-(5-(4-(2-oxopyrrolidin-1-yl)phenyl)pyridin-3-yl)-1H-pyrrolo[2,3-b]pyridine-2-carboxamide OB1OCC2=C1C=C(C=C2)CNC(=O)C2=CC=1C(=NC=CC1C=1C=NC=C(C1)C1=CC=C(C=C1)N1C(CCC1)=O)N2